The molecule is an organic chloride salt composed of 3,7-diaminophenothiazin-5-ium and chloride ions in a 1:1 ratio. A strongly metachromatic dye, useful for the staining of acid mucopolysaccharides. It is also a common nuclear stain and can be used for the demonstration of Nissl substance in nerve cells of the CNS. It has a role as a histological dye and a fluorochrome. It contains a thionine cation. C1=CC2=C(C=C1N)SC3=CC(=[NH2+])C=CC3=N2.[Cl-]